5-chloro-1'-(2-{[8-(3-cyclopropyl-3-hydroxycyclobutyl)-7-oxo-5,6,7,8-tetrahydro-1,8-naphthyridin-3-yl]oxy}ethyl)-1,2-dihydrospiro[indole-3,4'-piperidin]-2-one ClC=1C=C2C(=CC1)NC(C21CCN(CC1)CCOC=1C=NC=2N(C(CCC2C1)=O)C1CC(C1)(O)C1CC1)=O